(2-(4-(tert-butoxycarbonyl)piperazin-1-yl)thiazole-4-carbonyl)-O-(tert-butyldimethylsilyl)-Z-serine C(C)(C)(C)OC(=O)N1CCN(CC1)C=1SC=C(N1)C(=O)N[C@@H](CO[Si](C)(C)C(C)(C)C)C(=O)O